COC=1C(C(=CC(C1)=O)OC)=O 2,6-dimethoxy-1,4-benzoquinone